2,5-DIMETHYL-1H-IMIDAZOLE-4-CARBOXYLIC ACID CC=1NC(=C(N1)C(=O)O)C